hexamethylenebisoleic amide C(CCCCCCC\C=C/CCCCCCCCCCCCCCCCCCCCCC\C=C/CCCCCCCC(=O)N)(=O)N